Cl.FC1=CC=C(C=C1)/C=C/C(=O)OCCCN 3-aminopropyl (E)-3-(4-fluorophenyl)acrylate hydrochloride